ClC=1C=C(C=C(C1)Cl)[C@H](CC(=O)OC)NC(=O)C1CC2(CN(C2)C(CCC2=CC=C3CCCN(C3=N2)C(=O)OC(C)(C)C)=O)C1 (S)-tert-Butyl 7-(3-(6-((1-(3,5-dichlorophenyl)-3-methoxy-3-oxopropyl)carbamoyl)-2-azaspiro[3.3]heptan-2-yl)-3-oxopropyl)-3,4-dihydro-1,8-naphthyridine-1(2H)-carboxylate